Cl.Cl.N[C@H](C(=O)N1C=C(C2=CC=CC=C12)CCN(C)C)C (S)-2-amino-1-(3-(2-(dimethylamino)ethyl)-1H-indol-1-yl)propan-1-one dihydrochloride